C(C)(=O)N1[C@@H](C[C@H](C1)N)C(=O)O (2S,4R)-1-acetyl-4-amino-pyrrolidine-2-carboxylic acid